ClC1=C(C=CC(=C1)Cl)NN 2,4-dichlorophenyl-hydrazine